tert-butyl (cyclopropylmethyl)((3R)-1-(1-(1-(4-(5-(dimethylamino)pyridazin-3-yl)-1H-imidazol-1-yl) ethyl)-2-oxo-1,2-dihydropyridin-4-yl)piperidin-3-yl)carbamate C1(CC1)CN(C(OC(C)(C)C)=O)[C@H]1CN(CCC1)C1=CC(N(C=C1)C(C)N1C=NC(=C1)C=1N=NC=C(C1)N(C)C)=O